C(C)N(C(=O)NC1CN(C(CC1)C(F)(F)F)C)[C@H](C(F)(F)F)C1=CC(=CC=C1)C=1N=C(C=2N(C1)C=CN2)OC 1-ethyl-3-(1-methyl-6-(trifluoromethyl)piperidin-3-yl)-1-((S)-2,2,2-trifluoro-1-(3-(8-methoxyimidazo[1,2-a]pyrazin-6-yl)phenyl)ethyl)urea